2-(4-(6-(Methoxymethoxy)pyridin-2-yl)cyclohex-3-en-1-yl)acetaldehyde COCOC1=CC=CC(=N1)C1=CCC(CC1)CC=O